ClC1=CC=2CN(CN3C2C(=C1C(=O)NC(C(=O)O)CC1=CC(=CC=C1)S(=O)(=O)C)C=C3)C(C=CC=3OC=CC3)=O 2-(8-chloro-2-(3-(furan-2-yl)acryloyl)-2,3-dihydro-1H-pyrrolo[3,2,1-ij]quinazolin-7-carboxamido)-3-(3-(methylsulfonyl)phenyl)propanoic acid